8-methyl-2,3-dihydro-1H-pyrido[2,3-B][1,4]oxazine-1-carboxylic acid tert-butyl ester C(C)(C)(C)OC(=O)N1C2=C(OCC1)N=CC=C2C